magnesium silicate chloride [Cl-].[Si]([O-])(O)(O)O.[Mg+2]